2-(4-(((6-(cyclobutyl(4-(trifluoromethyl)benzyl)amino)-5-fluoropyrimidin-4-yl)amino)methyl)-3-hydroxypiperidin-1-yl)acetamide C1(CCC1)N(C1=C(C(=NC=N1)NCC1C(CN(CC1)CC(=O)N)O)F)CC1=CC=C(C=C1)C(F)(F)F